N-(4-(5-cyanopyridin-3-yl)-3-methylphenyl)-2-(2-(cyclopropanesulfonylamino)thiazol-4-yl)-2-methylpropanamide C(#N)C=1C=C(C=NC1)C1=C(C=C(C=C1)NC(C(C)(C)C=1N=C(SC1)NS(=O)(=O)C1CC1)=O)C